N-(2-(2-oxa-5-azaspiro[3.4]oct-7-en-8-yl)thieno[2,3-b]pyridin-4-yl)benzo[d]thiazol-5-amine C1OCC12NCC=C2C2=CC=1C(=NC=CC1NC=1C=CC3=C(N=CS3)C1)S2